C(C)(C)(C)OC(=O)N[C@@H]1CC[C@H](CC1)CC(=O)O trans-2-(4-((tert-butoxycarbonyl)amino)cyclohexyl)acetic acid